2-Chloro-N-(2-sulfamoylpyridin-4-yl)-6-(trifluoromethyl)nicotinamide Neodymium-Iron-Boron [B].[Fe].[Nd].ClC1=C(C(=O)NC2=CC(=NC=C2)S(N)(=O)=O)C=CC(=N1)C(F)(F)F